Cl.NCC(=O)OCN1N=CC(=C1)C=1SC=C(N1)C(NC=1C(=NN(C1)C1CCC(CC1)OCC)C1=NC(=CC=C1F)F)=O (4-(4-((3-(3,6-difluoropyridin-2-yl)-1-((1r,4r)-4-ethoxycyclohexyl)-1H-pyrazol-4-yl)carbamoyl)thiazol-2-yl)-1H-pyrazol-1-yl)methyl glycinate hydrochloride